(1s,3s)-3-{[3-(4-fluorophenyl)-4-(6-phenylfuro[2,3-d]pyrimidin-4-yl)-1H-pyrazol-1-yl]methyl}-1-methylcyclobutan-1-ol FC1=CC=C(C=C1)C1=NN(C=C1C=1C2=C(N=CN1)OC(=C2)C2=CC=CC=C2)CC2CC(C2)(O)C